C(C)(=O)C1=C(C(=NC(=C1F)NC1=NNC(=C1)C)CC1(CCN(CC1)CC1=C(C(=CC=C1)Cl)F)C(=O)O)F 4-((4-acetyl-3,5-difluoro-6-((5-methyl-1H-pyrazol-3-yl)amino)-pyridin-2-yl)methyl)-1-(3-chloro-2-fluorobenzyl)piperidine-4-carboxylic acid